CC=1N=C(SC1)C=1C=C(C=2OCCNC2N1)C1=CN=CC2=CC=CC=C12 4-[6-(4-methyl-1,3-thiazol-2-yl)-2H,3H,4H-pyrido[3,2-b][1,4]oxazin-8-yl]isoquinoline